BrCC1=NC(=NO1)C=1SC=CC1 5-(bromomethyl)-3-(thiophen-2-yl)-1,2,4-oxadiazole